CC(\C=N\CCC(C)C)CC (E)-N-(2-methylbutylidene)(3-methylbutyl)amine